COC1=C(C(=CC=C1)OC)C=1N(C2=CC=CC=C2C1P(C1=CC=CC=C1)C1=CC=CC=C1)C 2-(2,6-dimethoxyphenyl)-3-(diphenylphosphanyl)-1-methyl-1H-indole